1-[(2-Chloro-1,3-thiazol-5-yl)methyl]-3-methyl-2-nitroguanidine ClC=1SC(=CN1)CNC(=N[N+](=O)[O-])NC